4-[2-(benzenesulfonyl)ethyl-[4-(5,6,7,8-tetrahydro-1,8-naphthyridin-2-yl)butyl]amino]-2-(diethylcarbamoylamino)butanoic acid C1(=CC=CC=C1)S(=O)(=O)CCN(CCC(C(=O)O)NC(N(CC)CC)=O)CCCCC1=NC=2NCCCC2C=C1